4-hydroxy-7-bromocinnoline-3-carboxylic acid OC1=C(N=NC2=CC(=CC=C12)Br)C(=O)O